C1(CC1)NC1CCN(CC1)C=1C=2N(C(=CC1)C(=O)NC=1C=C(C=3N(N1)C=C(N3)C)C)N=C(C2)OC 4-[4-(cyclopropylamino)-1-piperidyl]-N-(2,8-dimethylimidazo[1,2-b]pyridazin-6-yl)-2-methoxy-pyrazolo[1,5-a]pyridine-7-carboxamide